N-[3-{[(dimethylamino)methylene]sulfamoyl}-4-(5-fluoropyridin-3-yl)phenyl]-2-(2-fluorophenyl)acetamide CN(C)C=NS(=O)(=O)C=1C=C(C=CC1C=1C=NC=C(C1)F)NC(CC1=C(C=CC=C1)F)=O